dibutoxy(methyl)silane C(CCC)O[SiH](C)OCCCC